(S)-5-fluoro-6-methyl-N-(3-(1-((1-methyl-1H-pyrazolo[3,4-b]pyrazin-6-yl)amino)ethyl)phenyl)nicotinamide FC=1C(=NC=C(C(=O)NC2=CC(=CC=C2)[C@H](C)NC2=CN=C3C(=N2)N(N=C3)C)C1)C